ClC1=C(C=CC=C1)CC(=O)NC1=CC(=NC=C1)N(C(C)=O)C1=C(C(=CC=C1)F)F N-{4-[2-(2-chlorophenyl)acetylamino]pyridin-2-yl}-N-(2,3-difluorophenyl)acetamide